1-(3-chloro-5-methylbenzenesulfonyl)azetidine-3-carboxylic acid ClC=1C=C(C=C(C1)C)S(=O)(=O)N1CC(C1)C(=O)O